O=C(C(C=O)=O)C dioxobutan-2-one